methyl 4-(2-(5-((1R,4R,7R)-7-amino-2-azabicyclo[2.2.1]heptane-2-carbonyl)-7-methoxy-1-methyl-1H-benzo[d]imidazol-2-yl)-1-(cyclopropylmethyl)-1H-indol-7-yl)piperidine-1-carboxylate N[C@H]1[C@@H]2N(C[C@H]1CC2)C(=O)C2=CC1=C(N(C(=N1)C=1N(C3=C(C=CC=C3C1)C1CCN(CC1)C(=O)OC)CC1CC1)C)C(=C2)OC